(Z)-cyclooct-4-en-1-yl methyl carbonate C(OC1CC\C=C/CCC1)(OC)=O